C(C)C=1N=C2N(C=C(C=C2)C2CCN(CC2)S(=O)(=O)C)C1N(C=O)C N-[2-Ethyl-6-(1-methanesulfonyl-piperidin-4-yl)-imidazo[1,2-a]pyridin-3-yl]-N-methyl-formamide